methyl 4-hydroxy-2-(2-methoxy-5-methylphenyl)-4-(3-methoxyphenyl)tetrahydrofuran-2-carboxylate OC1(CC(OC1)(C(=O)OC)C1=C(C=CC(=C1)C)OC)C1=CC(=CC=C1)OC